1-Ethyl-3-(3-dimethylamino-propyl)carbodiimide hydrochloride Cl.C(C)N=C=NCCCN(C)C